C1(=CC=CC=C1)[C@@H](C)OC(=O)[C@]1(CN(C[C@H]1CC=C)S(N(CC)C1CN(C1)C(=O)OC(C)(C)C)(=O)=O)N=[N+]=[N-] |r| (racemic)-trans-(R)-1-phenylethyl-4-allyl-3-azido-1-(N-(1-(tert-butoxycarbonyl)azetidin-3-yl)-N-ethylsulfamoyl)pyrrolidine-3-carboxylate